IC=1NC2=CN=CC(=C2C1)C=1C=C2CCN(CC2=CC1)C(=O)OC(C)(C)C tert-butyl 6-(2-iodo-1H-1,6-diazainden-4-yl)-1,2,3,4-tetrahydro-2-isoquinolinecarboxylate